C(C)(C)(C)C1=NC(=NO1)C(=O)NCC1(CCN(CC1)C=1C=2N(C=C(N1)C=1C=NN(C1)C)N=CC2)C (tert-butyl)-N-((4-methyl-1-(6-(1-methyl-1H-pyrazol-4-yl)pyrazolo[1,5-a]pyrazin-4-yl)piperidin-4-yl)methyl)-1,2,4-oxadiazole-3-carboxamide